(2E)-1-(4-Methoxyphenyl)-3-(2,4,6-trimethoxyphenyl)prop-2-en-1-on COC1=CC=C(C=C1)C(\C=C\C1=C(C=C(C=C1OC)OC)OC)=O